1-amino-4-bromo-naphthalene-2-carboxylic acid NC1=C(C=C(C2=CC=CC=C12)Br)C(=O)O